FC(C=1C(=NC(=CC1)N1C=NC2=C1C=C(C(=C2)NC=2N=NC(=CC2)C)OC)N2N=C(C1=C2COC1)C#N)F 1-[3-(difluoromethyl)-6-[6-methoxy-5-[(6-methylpyridazin-3-yl)amino]benzimidazol-1-yl]-2-pyridyl]-4,6-dihydrofuro[3,4-c]pyrazole-3-carbonitrile